5-chloro-3-(2-(dimethylamino)ethoxy)thiophene-2-carboxylic acid ClC1=CC(=C(S1)C(=O)O)OCCN(C)C